C=1N=C(N2C1C=CC=C2)C2CN(C2)C(=O)OC(C)(C)C tert-butyl 3-(imidazo[1,5-a]pyridin-3-yl)azetidine-1-carboxylate